ClC1=C(C=C2C(=C(NC2=C1)C1=NNC(=N1)C(F)(F)F)C=1C=NNC1)O 6-chloro-3-(1H-pyrazol-4-yl)-2-(5-(trifluoromethyl)-1H-1,2,4-triazol-3-yl)-1H-indol-5-ol